O=C1NC(CCC1C1=NN(C2=CC=CC=C12)CC(=O)NCC1CC(CC1)O)=O 2-(3-(2,6-Dioxopiperidin-3-yl)-1H-indazol-1-yl)-N-((3-hydroxycyclopentyl)-methyl)acetamide